5-chloro-4-(3-fluorophenyl)-2-methylpyrimidine ClC=1C(=NC(=NC1)C)C1=CC(=CC=C1)F